1,4-bis(beta-hydroxyethyl)hydroquinone Methyl-5-(1H-benzo[d]imidazol-5-yl)-2-(((1RS,2S)-2-((tert-butoxycarbonyl)amino)-1-cyano-3-(1H-indol-3-yl)propyl)amino)benzoate COC(C1=C(C=CC(=C1)C1=CC2=C(NC=N2)C=C1)N[C@H]([C@H](CC1=CNC2=CC=CC=C12)NC(=O)OC(C)(C)C)C#N)=O.OCCC1(O)C=CC(O)(C=C1)CCO |&1:19|